1-(5-ethyl-6-methoxypyridin-2-yl)but-3-en-1-ol C(C)C=1C=CC(=NC1OC)C(CC=C)O